BrC=1C=CC=C2C(=NC(=NC12)NCC1=CC(=C(C=C1)F)Cl)N[C@H](C)C(C)(C)C (R)-8-bromo-N2-(3-chloro-4-fluorobenzyl)-N4-(3,3-dimethylbutan-2-yl)quinazoline-2,4-diamine